FC(CCC=1N=CC2=C(N1)NC=C2C=2C=C1C=CC=NC1=CC2)(F)F 6-(2-(3,3,3-trifluoropropyl)-7H-pyrrolo[2,3-d]pyrimidin-5-yl)quinoline